O=C1NC=CC=C1NC1=CC2=C(C=N1)C(NN2C2=CC=CC=C2)=O 6-((2-oxo-1,2-dihydropyridin-3-yl)amino)-1-phenyl-1,2-dihydro-3H-pyrazolo[4,3-c]pyridin-3-one